N-[5-(4-cyano-3-fluorophenyl)-[1,2,4]triazolo[1,5-a]pyridin-7-yl]cyclopropanecarboxamide C(#N)C1=C(C=C(C=C1)C1=CC(=CC=2N1N=CN2)NC(=O)C2CC2)F